6-(2-methylpyridin-4-yl)-N-(4-(pyrrolidin-1-ylmethyl)pyridin-2-yl)benzo[d]thiazol-2-amine CC1=NC=CC(=C1)C1=CC2=C(N=C(S2)NC2=NC=CC(=C2)CN2CCCC2)C=C1